N-tert-butyl-N2-(1-oxo-3-phenylpropyl)-L-Glutamine C(C)(C)(C)N([C@@H](CCC(N)=O)C(=O)O)C(CCC1=CC=CC=C1)=O